BrC1=CC(=C(C(=C1C=O)F)F)F 6-bromo-2,3,4-trifluoro-benzaldehyde